(R)-N-(4-methoxy-2-(4-methylpiperazin-1-yl)-5-((6-(3-(3-phenoxyphenyl)isoxazolidine-2-yl)pyrimidin-4-yl)amino)phenyl)but-2-ynamide COC1=CC(=C(C=C1NC1=NC=NC(=C1)N1OCC[C@@H]1C1=CC(=CC=C1)OC1=CC=CC=C1)NC(C#CC)=O)N1CCN(CC1)C